C(C)N1C(=O)NC(=O)C(C1=O)CC 1,5-diethyl-barbiturate